2,5-difluoropyridine tert-butyl-(4R)-4-[6-[methoxy(methyl)amino]-6-oxo-hexyl]-2,2-dimethyl-oxazolidine-3-carboxylate C(C)(C)(C)OC(=O)N1C(OC[C@H]1CCCCCC(=O)N(C)OC)(C)C.FC1=NC=C(C=C1)F